butyl 4-(4-amino-3-methoxyphenyl)piperazine-1-carboxylate NC1=C(C=C(C=C1)N1CCN(CC1)C(=O)OCCCC)OC